3-bromo-2-(5-fluoropyridin-2-yl)-5,5-dimethyl-4,5,6,7-tetrahydropyrazolo[1,5-a]Pyridine BrC=1C(=NN2C1CC(CC2)(C)C)C2=NC=C(C=C2)F